methyl (1S,3S)-3-((6-(5-chloro-3-(((cyclopentylcarbamoyl)oxy)methyl)thiophen-2-yl)-2-methylpyridin-3-yl)oxy)cyclohexane-1-carboxylate ClC1=CC(=C(S1)C1=CC=C(C(=N1)C)O[C@@H]1C[C@H](CCC1)C(=O)OC)COC(NC1CCCC1)=O